ClC(C1=NN(C=C1)C)Cl 3-(dichloromethyl)-1-methyl-1H-pyrazole